Cl.CN(C=1SC2=C(N1)SC(=N2)C2=NC=C(C=C2O)C=2C=NN(C2)C([2H])([2H])[2H])C2CCNCC2 2-{5-[Methyl(piperidin-4-yl)amino][1,3]thiazolo[5,4-d][1,3]thiazol-2-yl}-5-[1-(2H3)methyl-1H-pyrazol-4-yl]pyridin-3-ol Hydrochlorid